C(C)(=O)[O-].C[N+](CCCCCCCCCCCCCCCCCC)(CCCCCCCCCCCCCCCCCC)C dimethyldioctadecylammonium acetate